4-(4-bromo-N-methyl-anilino)piperidin-2-one BrC1=CC=C(N(C)C2CC(NCC2)=O)C=C1